C(CCCCCCC)SC1=NC(=NC=N1)SCCCCCCCC bis(octylthio)-1,3,5-triazine